C(C)(C)(C)C1=CN=C(O1)NC(OCC(Cl)(Cl)Cl)=O 2,2,2-trichloroethyl N-(5-tert-butyloxazol-2-yl)carbamate